4-(3-chloro-5-fluorobenzyl)-N-hydroxy-3-oxo-3,4-dihydro-2H-benzo[b][1,4]oxazine-6-carboxamide ClC=1C=C(CN2C3=C(OCC2=O)C=CC(=C3)C(=O)NO)C=C(C1)F